2,2-dimethylpropyl-vinylsulphonic acid CC(CC=CS(=O)(=O)O)(C)C